(S)-4-(8-bromo-2-(((2R,7aS)-2-fluorotetrahydro-1H-pyrrolizin-7a(5H)-yl)methoxy)pyrido[4',3':4,5]thieno[2,3-d]pyrimidin-4-yl)-6-methyl-1,4-oxazepan-6-ol BrC1=NC=CC2=C1SC=1N=C(N=C(C12)N1CCOC[C@](C1)(O)C)OC[C@]12CCCN2C[C@@H](C1)F